4-[(2,2-difluoroethyl)amino]-N-[(1s,4s)-4-{[2-(difluoromethyl)imidazo[1,2-a]pyridin-5-yl]amino}cyclohexyl]benzamide FC(CNC1=CC=C(C(=O)NC2CCC(CC2)NC2=CC=CC=3N2C=C(N3)C(F)F)C=C1)F